(2,2-difluorovinyl)-4-fluorobenzene FC(=CC1=CC=C(C=C1)F)F